sulfonyl-phenylacetic acid triethylamine salt C(C)N(CC)CC.S(=O)(=O)=C(C(=O)O)C1=CC=CC=C1